1,1-dicyano-2-(4-isopropylphenyl)cyclopropane Dimethylfluoro-malonate COC(C(C(=O)OC)F)=O.C(#N)C1(C(C1)C1=CC=C(C=C1)C(C)C)C#N